COC=1C=C2CCN(CC2=CC1NC1=NC2=CC(=CC=C2C=N1)NC1=CC=C2CCN(C2=C1)C(C)=O)C 1-[6-({2-[(6-methoxy-2-methyl-1,2,3,4-tetrahydroisoquinolin-7-yl)amino]quinazolin-7-yl}amino)-2,3-dihydro-1H-indol-1-yl]ethan-1-one